C(C)N(C(C(=C)C(=O)O)=O)CC N,N-diethyl-2-carboxyacrylamide